tert-butyl (4-(4,4,5,5-tetramethyl-1,3,2-dioxaborolan-2-yl)-5-((triisopropylsilyl)ethynyl)naphthalen-2-yl)carbamate CC1(OB(OC1(C)C)C1=CC(=CC2=CC=CC(=C12)C#C[Si](C(C)C)(C(C)C)C(C)C)NC(OC(C)(C)C)=O)C